C(C)C(=CP(O)(O)=O)CC.C(=C)P(OCC)(OCC)=O diethyl vinylphosphonate (diethyl vinylphosphonate)